3-((16,16,16-trifluorohexadec-14-yn-1-yl)thio)propyl hydrogen ((((R)-1-(6-amino-9H-purin-9-yl)propan-2-yl)oxy)methyl)phosphonate NC1=C2N=CN(C2=NC=N1)C[C@@H](C)OCP(OCCCSCCCCCCCCCCCCCC#CC(F)(F)F)(O)=O